(2-isopropylphenyl)-7-methyl-9-(4-(methylamino)benzyl)-7,9-dihydro-8H-purin-8-one C(C)(C)C1=C(C=CC=C1)C1=NC=C2N(C(N(C2=N1)CC1=CC=C(C=C1)NC)=O)C